N1=C(C=CC=C1)C1=NC2=C(N1C1=CC(=CC(=C1)N1C(=NC3=C1C=CC=C3)C3=NC=CC=C3)N3C(=NC1=C3C=CC=C1)C1=NC=CC=C1)C=CC=C2 1,3,5-tris(2-(pyridin-2-yl)-1H-benzo[d]imidazol-1-yl)benzene